2H-4H-thiopyran S1CCCC=C1